BrC1=CN=C2N(C3=NC=C(C=C3OC2=C1)Br)CCC=O 3-{6,12-dibromo-9-oxa-2,4,14-triazatricyclo[8.4.0.0^{3,8}]tetradeca-1(14),3,5,7,10,12-hexaen-2-yl}propanal